(S,Z)-4-(4'-((S)-3-amino-2-hydroxypropoxy)-[1,1'-biphenyl]-4-yl)-4-fluoro-2-(2-((S)-1-hydroxyethyl)-1H-imidazol-1-yl)but-3-en-1-ol NC[C@@H](COC1=CC=C(C=C1)C1=CC=C(C=C1)/C(=C/[C@@H](CO)N1C(=NC=C1)[C@H](C)O)/F)O